(2S,11aR)-7-fluoro-2-hydroxy-6-isobutoxy-8-methyl-2,3,11,11a-tetrahydro-1H,5H-benzo[f]pyrrolo[2,1-c][1,4]oxazepine-5-one FC=1C(=CC2=C(C(N3[C@@H](CO2)C[C@@H](C3)O)=O)C1OCC(C)C)C